FC([C@]12N(C=3C(=NN=C(C3)C3=C(C=CC=C3)O)NC1)C[C@@H](C2)OC2=NC=C(C=O)C=C2)F 6-(((6aR,8R)-6a-(difluoromethyl)-2-(2-hydroxyphenyl)-5,6,6a,7,8,9-hexahydropyrrolo[1',2':4,5]pyrazino[2,3-c]pyridazin-8-yl)oxy)nicotinaldehyde